2-(4,5-dichloro-6-oxo-pyridazin-1-yl)-N-[4-(dimethylsulfamoyl)-3-methyl-phenyl]acetamide ClC=1C=NN(C(C1Cl)=O)CC(=O)NC1=CC(=C(C=C1)S(N(C)C)(=O)=O)C